FC=1C(=NC(=NC1)NC=1C=NC=CC1)C1=CN=C2N1C=CC=C2 5-Fluoro-4-(imidazo[1,2-a]pyridin-3-yl)-N-(pyridin-3-yl)pyrimidin-2-amine